N-((6-(2-Chloro-3-(3-chloro-2-(3-methoxy-4-(((1-(pyridin-4-yl)piperidin-4-yl)amino)methyl)phenyl)pyridin-4-yl)phenyl)-2-methoxypyridin-3-yl)methyl)-1-(pyridin-4-yl)piperidin-4-amine ClC1=C(C=CC=C1C1=C(C(=NC=C1)C1=CC(=C(C=C1)CNC1CCN(CC1)C1=CC=NC=C1)OC)Cl)C1=CC=C(C(=N1)OC)CNC1CCN(CC1)C1=CC=NC=C1